N1N=C(C2=CC=CC=C12)C=O Azaindole-3-carbaldehyde